ClC(C)(F)Cl 1,1-Dichloro-1-fluoroethan